(3S)-1-(5-chloro-2-cyanophenyl)-N-((1R,2R,4S)-7-cyano-7-azabicyclo[2.2.1]heptan-2-yl)-3-pyrrolidinecarboxamide ClC=1C=CC(=C(C1)N1C[C@H](CC1)C(=O)N[C@H]1[C@H]2CC[C@@H](C1)N2C#N)C#N